FC(C=1C(=NC=CC1)OC1=CC2=C(N=C(S2)N2C([C@H]3[C@H]4C=C[C@@H]([C@H]3C2=O)C4)=O)C=C1)(F)F (1R,2S,6R,7S)-4-[6-[[3-(trifluoromethyl)-2-pyridyl]oxy]-1,3-benzothiazol-2-yl]-4-azatricyclo[5.2.1.02,6]dec-8-ene-3,5-dione